3-(2-chloro-3-(2-oxoindolin-5-yl)phenyl)piperidine-2,6-dione ClC1=C(C=CC=C1C=1C=C2CC(NC2=CC1)=O)C1C(NC(CC1)=O)=O